(4-chlorophenyl)-4-oxo-3-phenylbutyric acid ClC1=CC=C(C=C1)C(C(=O)O)C(C=O)C1=CC=CC=C1